trioctylmethyl-ammonium glycinate NCC(=O)[O-].C(CCCCCCC)[N+](C)(CCCCCCCC)CCCCCCCC